1-(4-nitropyridin-2-yl)propane-1,3-diamine 2,2,2-trifluoroacetate FC(C(=O)O)(F)F.[N+](=O)([O-])C1=CC(=NC=C1)C(CCN)N